1-isopropyl-2,4-dioxo-3-phenyl-1,2,3,4-tetrahydropyrimidine-5-carboxylic acid ethyl ester C(C)OC(=O)C=1C(N(C(N(C1)C(C)C)=O)C1=CC=CC=C1)=O